tert-butyl 4-[5-(6-hydroxy-4-oxoquinazolin-3-yl)pyridin-2-yl]piperazine-1-carboxylate OC=1C=C2C(N(C=NC2=CC1)C=1C=CC(=NC1)N1CCN(CC1)C(=O)OC(C)(C)C)=O